7-{[(1S)-1-{4-[4-(4-ethylpiperazin-1-yl)tetrahydro-2H-pyran-4-yl]phenyl}ethyl]amino}-1-ethyl-1,4-dihydro-2H-pyrimido[4,5-d][1,3]oxazin-2-one C(C)N1CCN(CC1)C1(CCOCC1)C1=CC=C(C=C1)[C@H](C)NC=1N=CC2=C(N(C(OC2)=O)CC)N1